phenyl-[4-(9,9-dimethylfluoren-2-ylthio)phenyl]9,9-dimethylfluoren-2-ylsulfonium C1(=CC=CC=C1)[S+](C1=CC=2C(C3=CC=CC=C3C2C=C1)(C)C)C1=CC=C(C=C1)SC1=CC=2C(C3=CC=CC=C3C2C=C1)(C)C